(2R,5'S)-1'-(N-(L-alanyl)-N-methyl-L-leucyl)-6-fluoro-3-oxo-3,4-dihydrospiro[benzo[b][1,4]oxazine-2,3'-pyrrolidine]-5'-carboxamide N[C@@H](C)C(=O)N([C@@H](CC(C)C)C(=O)N1C[C@]2(C[C@H]1C(=O)N)C(NC1=C(O2)C=CC(=C1)F)=O)C